C1(=CC=CC=C1)N1N=C(C=2C1=NC=NC2N)C2=CC=CC=C2 1,3-diphenyl-1H-pyrazolo[3,4-d]pyrimidin-4-amine